COC1=CC2=C(N(C=N2)C2=CC=C(N)C=C2)C=C1 4-(5-methoxy-benzimidazol-1-yl)-aniline